O1CCC2=C1C=CC(=C2)/C=C/C(=O)N(CC=2SC=CC2)CC (E)-3-(2,3-dihydrobenzofuran-5-yl)-N-ethyl-N-(thiophen-2-ylmethyl)acrylamide